ClC1=CC=C(C=C1)COC1=NN=C(S1)NC(=O)C1=C(C=NC=C1)C1=CC=CC=2N(CCOC21)C(=O)OCC2C1=CC=CC=C1C=1C=CC=CC21 9H-fluoren-9-ylmethyl 8-[4-([5-[(4-chlorophenyl)methoxy]-1,3,4-thiadiazol-2-yl]carbamoyl)pyridin-3-yl]-2,3-dihydro-1,4-benzoxazine-4-carboxylate